ClC1=C(C=C2CCNCC2=C1)NC1=NC=C(C(=N1)C1=CC(=CS1)C(=O)N(C)C)C(F)(F)F 5-(2-((7-chloro-1,2,3,4-tetrahydroisoquinolin-6-yl)amino)-5-(trifluoromethyl)pyrimidin-4-yl)-N,N-dimethylthiophene-3-carboxamide